Cl.C(CCCCC)=O 1-hexanone hydrochloride